glycyl-L-glutamine methyl-3-bromo-5-methyl-2-[1-(1-piperidyl)ethylideneamino]benzoate CC1=C(C(=C(C(=O)O)C=C1C)N=C(C)N1CCCCC1)Br.NCC(=O)N[C@@H](CCC(N)=O)C(=O)O